4-([1,1'-biphenyl]-4-ylmethyl)-2,5-dimethylthiophene-3-carboxylic acid C1(=CC=C(C=C1)CC=1C(=C(SC1C)C)C(=O)O)C1=CC=CC=C1